C[C@H]1CNCCCN1S(=O)(=O)C2=CC=CC3=C2C(=CN=C3)C.Cl.Cl (S)-(+)-2-methyl-1-[(4-methyl-5-isoquinolinyl)sulfonyl]-Hexahydro-1H-1,4-diazepine dihydrochloride